7-bromo-4-((1S,4S)-5-(tert-butoxycarbonyl)-2,5-diazabicyclo[2.2.1]heptan-2-yl)-8-fluoro-6-iodoquinazoline-2-carboxylic acid BrC1=C(C=C2C(=NC(=NC2=C1F)C(=O)O)N1[C@@H]2CN([C@H](C1)C2)C(=O)OC(C)(C)C)I